FN1C(NC2=C1C(=CC=C2)F)S 3,4-difluoro-1H-benzo[d]imidazole-2-thiol